methyl 2-cyano-4-(4,4,5,5-tetramethyl-1,3,2-dioxaborolan-2-yl)benzoate C(#N)C1=C(C(=O)OC)C=CC(=C1)B1OC(C(O1)(C)C)(C)C